(1R,2S,3R,3aR,8bS)-1,8b-dihydroxy-3a-(4-hydroxyphenyl)-N,6,8-trimethoxy-3-phenyl-2,3-dihydro-1H-cyclopenta[b]benzofuran-2-carboxamide O[C@@H]1[C@H]([C@@H]([C@@]2(OC3=C([C@@]21O)C(=CC(=C3)OC)OC)C3=CC=C(C=C3)O)C3=CC=CC=C3)C(=O)NOC